C([C@@H]([C@H]([C@H](C=O)O)O)O)O L(+)-lyxose